((5-amino-7-(3-cyanophenyl)-8-(pyrimidin-4-yl)-[1,2,4]triazolo[1,5-c]pyrimidin-2-yl)methoxy)nicotinonitrile NC1=NC(=C(C=2N1N=C(N2)COC2=C(C#N)C=CC=N2)C2=NC=NC=C2)C2=CC(=CC=C2)C#N